(R)-4-amino-3-hydroxy-butanoic acid NC[C@@H](CC(=O)O)O